O(C1=CC=CC=C1)C=1C2=C(N=CN1)N(C(=C2)C2=CC=C(C=C2)CO)COCC[Si](C)(C)C (4-(4-Phenoxy-7-((2-(trimethylsilyl)ethoxy)methyl)-7H-pyrrolo[2,3-d]pyrimidin-6-yl)phenyl)-methanol